OCC1CC(C1)NC=1N=CC2=C(N1)C(=NC=C2)NC(C)C 2-(((1r,3r)-3-(Hydroxymethyl)cyclobutyl)amino)-8-(isopropylamino)pyrido[3,4-d]pyrimidine